OB(C1=C(C(=C(C(=C1F)F)F)F)F)C1=C(C(=C(C(=C1F)F)F)F)F hydroxybis(perfluorophenyl)borane